4-bromo-1-fluoro-butane BrCCCCF